methallylsulfone C(C(C)=C)S(=O)(=O)CC(C)=C